N1(C=NC=C1)C1CCN(CC1)C1=NC(=C(C(=C1C#N)CC)C#N)Cl 2-(4-(1H-imidazol-1-yl)piperidin-1-yl)-6-chloro-4-ethylpyridine-3,5-dicarbonitrile